trans-4-(trifluoromethylcyclohexyl-1H-imidazol-5-yl)-1H-pyrrolo[2,3-b]pyridine FC(F)(F)C=1N(C(=CN1)C1=C2C(=NC=C1)NC=C2)C2CCCCC2